4-(3-bromo-4-fluoro-phenoxy)-3,5-difluoro-2-iodo-aniline BrC=1C=C(OC2=C(C(=C(N)C=C2F)I)F)C=CC1F